COC1=C2C=CC(OC2=CC=C1C(=O)NC1=CC=C2C(=NC(C2=C1)CCCC1CCN(CC1)C)C)(C)C 5-methoxy-2,2-dimethyl-N-(3-methyl-1-(3-(1-methylpiperidin-4-yl)propyl)-1H-isoindol-6-yl)2H-chromen-6-carboxamide